N-triphenylmethyl-5-[4'-methylbiphenyl-2-yl]tetrazolium C1(=CC=CC=C1)C([N+]=1NN=NC1C1=C(C=CC=C1)C1=CC=C(C=C1)C)(C1=CC=CC=C1)C1=CC=CC=C1